dihydro-1H-1λ4-benzo[b]thiophene 1-oxide S1(C2=C(CC1)C=CC=C2)=O